n-butyl (2-hydroxyethyl) terephthalate C(C1=CC=C(C(=O)OCCO)C=C1)(=O)OCCCC